2-[[8-(3-acetamido-5-methoxy-phenyl)-3-oxo-1H-benzo[e]isoindol-2-yl]methyl]prop-2-enamide C(C)(=O)NC=1C=C(C=C(C1)OC)C=1C=CC2=C(C=3CN(C(C3C=C2)=O)CC(C(=O)N)=C)C1